N1=COC2=NC=C(C=C21)N Oxazolo[5,4-b]Pyridin-6-amine